4-hydroxy-6-{2-[5-(trifluoromethyl)pyridin-2-yl]ethyl}pyridazin-3(2H)-one OC=1C(NN=C(C1)CCC1=NC=C(C=C1)C(F)(F)F)=O